3-[1-[[3,5-bis(trifluoromethyl)benzoyl]amino]ethyl]-N-hydroxy-pyrazine-2-carboximidoyl chloride FC(C=1C=C(C(=O)NC(C)C=2C(=NC=CN2)C(=NO)Cl)C=C(C1)C(F)(F)F)(F)F